C(C)(C)(C)OC(=O)NS(=O)(=O)N1C[C@](CCC1)(NC(=O)C=1N(C2=CC=C(C(=C2C1)Cl)Cl)C)C=1C=C(C(=O)OCC)C=CC1 |r| (±)-ethyl 3-[1-(tert-butoxycarbonylsulfamoyl)-3-[(4,5-dichloro-1-methyl-indole-2-carbonyl)amino]-3-piperidyl]benzoate